BrCC1=CC=CC(=N1)N1C(C2=CC=CC=C2C1=O)=O (6-(bromomethyl)pyridin-2-yl)isoindoline-1,3-dione